(2S)-3-(2-chlorophenoxy)-2-[9H-fluoren-9-ylmethoxycarbonyl-(methyl)amino]propanoic acid ClC1=C(OC[C@@H](C(=O)O)N(C)C(=O)OCC2C3=CC=CC=C3C=3C=CC=CC23)C=CC=C1